[Br-].C(=O)(O)C[N+]1=C(C=CC=C1C(=O)OC)C(=O)OC 1-(carboxymethyl)-2,6-bis(methoxycarbonyl)pyridine-1-ium bromide